3-iodo-1-methyl-4,5,6,7-tetrahydro-1H-pyrazolo[4,3-c]pyridine IC1=NN(C2=C1CNCC2)C